NC=1C2=C(N=CN1)N(C(=C2C2=CC=C(C=C2)C(=O)N2CCCC2)C2C(C2)NC(C=C)=O)C N-(2-{4-amino-7-methyl-5-[4-(pyrrolidine-1-carbonyl)phenyl]-7H-pyrrolo[2,3-d]pyrimidin-6-yl}cyclopropyl)prop-2-enamide